n-Pentylpropionat C(CCCC)OC(CC)=O